3-amino-4-(3-methoxyphenyl)-2-oxo-1H-benzo[h]quinoline-6-carbonitrile NC=1C(NC2=C3C(=C(C=C2C1C1=CC(=CC=C1)OC)C#N)C=CC=C3)=O